CC=1C=C(C=CC1)\C=N\C=1C(=NC(=NC1N1CCOCC1)OCCC1=NC=CC=C1)N [(E)-(3-methylphenyl)methylideneamino]-6-morpholin-4-yl-2-(2-pyridin-2-ylethoxy)pyrimidin-4-amine